(±)-2-(2-(6-(3-(aminomethyl)-2-fluorophenyl)pyridin-2-yl)-4-methyl-3,4-dihydro-2H-benzo[b][1,4]oxazin-8-yl)acetic acid NCC=1C(=C(C=CC1)C1=CC=CC(=N1)[C@H]1CN(C2=C(O1)C(=CC=C2)CC(=O)O)C)F |r|